OC(COC=1C(=CC(=NC1)C)C1=CC=2N(C=C1)N=C(C2)NC2=NC(=NC(=C2)C)C(=O)NCC(C)(C)O)(C)C 4-[[5-[5-(2-hydroxy-2-methyl-propoxy)-2-methyl-4-pyridyl]pyrazolo[1,5-a]pyridin-2-yl]amino]-N-(2-hydroxy-2-methyl-propyl)-6-methyl-pyrimidine-2-carboxamide